O1CCCC2=CC3=C(C=C12)C=CC=C3 benzo[g]chroman